4-(2-((((9H-fluoren-9-yl)methoxy)carbonyl)amino)-3-methoxy-3-oxopropyl)benzoic acid C1=CC=CC=2C3=CC=CC=C3C(C12)COC(=O)NC(CC1=CC=C(C(=O)O)C=C1)C(=O)OC